OC(CC)C1=CC=C(C=N1)C1=NC=C2C=C(N=CC2=C1)N(C(OC(C)(C)C)=O)C tert-butyl N-{7-[6-(1-hydroxypropyl)pyridin-3-yl]-2,6-naphthyridin-3-yl}-N-methylcarbamate